CC(CO)(CO)C1CCCCC1 2-methyl-2-cyclohexyl-1,3-propanediol